N1=CN=C(C=C1)C=1C=CC(=NC1)N 5-(Pyrimidin-4-yl)pyridin-2-amine